NC(CO)C=1C=C(C=C2CCOCC12)Br 2-amino-2-(6-bromoisochroman-8-yl)ethanol